CC(CC(C)(C)C)C1=C(C=CC=C1)NC(=O)C=1C(=NN(C1F)C)C N-(2-(1,3,3-trimethyl-butyl)-phenyl)-1,3-dimethyl-5-fluoro-1H-pyrazole-4-carboxamide